3-[3-methyl-2-oxo-5-(3-[[5-(prop-2-yn-1-yloxy)pentyl]oxy]prop-1-yn-1-yl)-1,3-benzodiazol-1-yl]piperidine-2,6-dione CN1C(N(C2=C1C=C(C=C2)C#CCOCCCCCOCC#C)C2C(NC(CC2)=O)=O)=O